4-((tert-butoxycarbonyl)amino)-4-methylpiperidine C(C)(C)(C)OC(=O)NC1(CCNCC1)C